5-(4-amino-2-{4-[(2-fluoroacrylamino)]phenyl}-7-(3-hydroxy-3-methylbut-1-ynyl)-1-methylpyrrolo[3,2-c]pyridin-3-yl)-3-chloro-N-(2,2,2-trifluoroethyl)pyridine-2-carboxamide NC1=NC=C(C2=C1C(=C(N2C)C2=CC=C(C=C2)NC(=O)C(=C)F)C=2C=C(C(=NC2)C(=O)NCC(F)(F)F)Cl)C#CC(C)(C)O